FC1=C(C(=CC=C1)F)C1=NC=2C(=NNC2C=2C=C(N=C(C2N1)C)N1CCOCC1)C 4-[8-(2,6-difluorophenyl)-5,11-dimethyl-3,4,7,9,12-pentazatricyclo[8.4.0.02,6]tetradeca-1(10),2(6),4,7,11,13-hexaen-13-yl]morpholine